5-ethylsulfonyl-N-methyl-6-[5-(trifluoromethylsulfanyl)-1,3-benzoxazol-2-yl]Pyridin-3-amine C(C)S(=O)(=O)C=1C=C(C=NC1C=1OC2=C(N1)C=C(C=C2)SC(F)(F)F)NC